8-fluoro-7-methoxy-3,4-dihydro-1,6-naphthyridin-2(1H)-one FC=1C(=NC=C2CCC(NC12)=O)OC